dimethoxy(oxo)phosphanuide CO[P-](=O)OC